C(C)(C)(C)C=1C=C(C(=CC1O)C)C(CCC)C=1C(=CC(=C(C1)C(C)(C)C)O)C 6,6'-di-tert-butyl-4,4'-butylidenebis(m-cresol)